NC1=C(C=C(C2=CC=CC=C12)S(=O)(=O)O)N=NC=1C=NC(=CC1)C1=CC(=CC(=C1)C(F)(F)F)C(F)(F)F 4-Amino-3-[6-(3,5-bistrifluoromethylphenyl)pyridin-3-ylazo]naphthalenesulfonic acid